F[C@@H]1CN(CC[C@@]1(C)O)C1=NN=C(S1)C=1C(=CC(=NC1)C1=CC=C2N1N=CC(=C2)C#N)NC(C)C 7-(5-(5-((3R,4R)-3-fluoro-4-hydroxy-4-methylpiperidin-1-yl)-1,3,4-thiadiazol-2-yl)-4-(isopropylamino)pyridin-2-yl)pyrrolo[1,2-b]pyridazine-3-carbonitrile